(2R)-benzyl-2-((4-(tert-butyl)phenyl)(2-(3-fluoroazetidin-1-yl)-2-oxo-1-(pyridin-3-yl)ethyl) carbamoyl)pyrrolidine-1-carboxylate C(C1=CC=CC=C1)OC(=O)N1[C@H](CCC1)C(N(C(C(=O)N1CC(C1)F)C=1C=NC=CC1)C1=CC=C(C=C1)C(C)(C)C)=O